C(C1=CC=CC=C1)OC=1C=C(OCCOC2CCN(CC2)C(=O)OC(C)(C)C)C=CC1 tert-butyl 4-[2-(3-benzyloxyphenoxy)ethoxy]piperidine-1-carboxylate